C(C)OC(CC(CC(=O)O)C=1C=C2C=C(NC2=CC1)C(N(C1=CC=CC=C1)C)=O)=O 5-ethoxy-3-(2-(methyl-(phenyl)carbamoyl)-1H-indol-5-yl)-5-oxopentanoic acid